FC=1C=C2C3=NNC4=CC=C(OCCCNC(O[C@@H](C(C1)=C2)C)=O)C=C34 |o1:18| (7R)- or (7S)-4-fluoro-7-methyl-8,14-dioxa-10,19,20-triazatetracyclo[13.5.2.12,6.018,21]tricosa-1(20),2,4,6(23),15,17,21-heptaen-9-one